C(C)(C)(C)OC(=O)NCC(C(=O)O)(C)C 3-[[(tert-butoxy)carbonyl]amino]-2,2-dimethylpropionic acid